C[C@H]1NC(C2=C(C=3C=4C=CC(=NC4C=CC3S2)N2CCC3(OCCO3)CC2)NC1)=O (R)-10-methyl-3-(1,4-dioxa-8-azaspiro[4.5]decan-8-yl)-9,10,11,12-tetrahydro-8H-[1,4]diazepino[5',6':4,5]thieno[3,2-f]quinolin-8-one